CN(S(=O)(=O)C1=C(C=CC=C1)[N+](=O)[O-])[C@H]1NC2=CC(=CC=C2CC1)C(F)(F)F (R)-N-methyl-2-nitro-N-(7-(trifluoromethyl)-1,2,3,4-tetrahydroquinolin-2-yl)benzenesulfonamide